C(#N)C1=C(C=CC=C1)[C@@H]([C@H](C)C=1N(C(C(=C(N1)C(=O)NC=1C=NOC1)O)=O)C)C=1C=NC(=CC1)C 2-((1R,2S)-1-(2-cyanophenyl)-1-(6-methylpyridin-3-yl)propan-2-yl)-5-hydroxy-N-(isoxazol-4-yl)-1-methyl-6-oxo-1,6-dihydropyrimidine-4-carboxamide